OC1=CC=C(C[C@H](NC(OCC2=CC=CC=C2)=O)C(N[C@H](C(N[C@H](C(=O)OC)C[C@H]2C(NCCC2)=O)=O)CC(C)C)=O)C=C1 Methyl (5S,8S,11S)-5-(4-hydroxybenzyl)-8-isobutyl-3,6,9-trioxo-11-(((S)-2-oxopiperidin-3-yl)methyl)-1-phenyl-2-oxa-4,7,10-triazadodecan-12-oate